dimethyl-ethyleneglycol CC(C(C)O)O